tert-butyl 1-((2S,3S)-1-methyl-5-oxo-2-(pyridin-3-yl)pyrrolidin-3-yl)-1,11-dioxo-5,8-dioxa-2,12-diazapentadecan-15-oate CN1[C@@H]([C@H](CC1=O)C(NCCOCCOCCC(NCCC(=O)OC(C)(C)C)=O)=O)C=1C=NC=CC1